tert-butyl (3S,4S)-3-((3-(((tert-butyldimethylsilyl)oxy)methyl)-6-(6-cyclopropyl-7-methoxyimidazo[1,2-b]pyridazin-3-yl)-5-fluoropyridin-2-yl)amino)-4-fluoropiperidine-1-carboxylate [Si](C)(C)(C(C)(C)C)OCC=1C(=NC(=C(C1)F)C1=CN=C2N1N=C(C(=C2)OC)C2CC2)N[C@H]2CN(CC[C@@H]2F)C(=O)OC(C)(C)C